N-((4,5-dichloro-2-hydroxyphenyl)((3aR,5R,6aS)-2-((R)-2,2-dimethyl-1,3-dioxolane-4-carbonyl)octahydrocyclopenta[c]pyrrol-5-yl)methyl)-2-methylpropane-2-sulfinamide ClC1=CC(=C(C=C1Cl)C(NS(=O)C(C)(C)C)C1C[C@@H]2[C@@H](CN(C2)C(=O)[C@@H]2OC(OC2)(C)C)C1)O